IC1=CNC2=NC=C(C=C21)C2=CC(=C1CCN(CC1=C2)C)OC 7-(3-iodo-1H-pyrrolo[2,3-b]pyridin-5-yl)-5-Methoxy-2-methyl-1,2,3,4-tetrahydroisoquinoline